(allyl)(trinaphthylphosphine) C(C=C)C1=C(C2=CC=CC=C2C=C1)P(C1=CC=CC2=CC=CC=C12)C1=CC=CC2=CC=CC=C12